(R)-2-Methyl-5-(pyrrolidin-2-ylmethoxy)-N-(1-(quinolin-5-yl)cyclopropyl)benzamide CC1=C(C(=O)NC2(CC2)C2=C3C=CC=NC3=CC=C2)C=C(C=C1)OC[C@@H]1NCCC1